3-(5-(7-(4-(4-((5-(4-(methylsulfonyl)phenyl)-[1,2,4]triazolo[1,5-a]pyridin-2-yl)amino)phenyl)piperazin-1-yl)-7-oxoheptyl)-1-oxoisoindolin-2-yl)piperidine-2,6-dione CS(=O)(=O)C1=CC=C(C=C1)C1=CC=CC=2N1N=C(N2)NC2=CC=C(C=C2)N2CCN(CC2)C(CCCCCCC=2C=C1CN(C(C1=CC2)=O)C2C(NC(CC2)=O)=O)=O